BrC=1C(N(C(=CC1OCC1=C(C=C(C=C1)F)F)C)CC=1N=CC(=NC1)C(=O)NCC(CO)O)=O 5-{[3-bromo-4-[(2,4-difluorobenzyl)oxy]-6-methyl-2-oxopyridin-1(2H)-yl]methyl}-N-(2,3-dihydroxypropyl)pyrazine-2-carboxamide